(R)-4-((2-Chloro-5-(5-(2-hydroxypropan-2-yl)pyrazin-2-yl)pyridin-4-yl)amino)butan-2-ol ClC1=NC=C(C(=C1)NCC[C@@H](C)O)C1=NC=C(N=C1)C(C)(C)O